5-bromo-6-fluoro-2,3-dihydro-1H-inden-1-one BrC=1C=C2CCC(C2=CC1F)=O